tert-Butyl (2S,5R)-4-isobutyryl-2,5-dimethylpiperazine-1-carboxylate C(C(C)C)(=O)N1C[C@@H](N(C[C@H]1C)C(=O)OC(C)(C)C)C